3-(1-oxo-5-(1-((5-oxo-4-phenyl-2,3,4,5-tetrahydrobenzo[f][1,4]oxazepin-7-yl)methyl)piperidin-4-yl)isoindolin-2-yl)piperidine-2,6-dione O=C1N(CC2=CC(=CC=C12)C1CCN(CC1)CC=1C=CC2=C(C(N(CCO2)C2=CC=CC=C2)=O)C1)C1C(NC(CC1)=O)=O